ClC=1C=NC=C(C1[C@@H](C)OC=1C=C2C(=NNC2=CC1)C=1C=C(C(=NC1)N1CCC2(CCC(N2)=O)CC1)F)Cl 8-[5-[5-[(1R)-1-(3,5-dichloro-4-pyridyl)ethoxy]-1H-indazol-3-yl]-3-fluoro-2-pyridyl]-1,8-diazaspiro[4.5]decan-2-one